Cyclopropane-carboxylic acid [7-(3-ethylaminomethyl-phenyl)-4-methoxy-thiazolo[4,5-c]pyridin-2-yl]-amide C(C)NCC=1C=C(C=CC1)C=1C2=C(C(=NC1)OC)N=C(S2)NC(=O)C2CC2